ClC=1C(=NC(=CC1)Cl)OC1CCC1 3,6-dichloro-2-cyclobutoxy-pyridine